C[C@@H]1[C@H]([C@@H]([C@H]([C@H](O1)OP(=O)([O-])OP(=O)([O-])OC[C@@H]2[C@H]([C@H]([C@@H](O2)N3C=CC(=O)NC3=O)O)O)NC(=O)C)O)[NH3+] The molecule is a nucleotide-sugar oxoanion that is the conjugate base of UDP-2-acetamido-4-amino-2,4,6-trideoxy-alpha-D-glucose, arising from deprotonation of the diphosphate group and protonation of the amino group; major species at pH 7.3. It is a conjugate base of an UDP-2-acetamido-4-amino-2,4,6-trideoxy-alpha-D-glucose. It is a conjugate acid of an UDP-2-acetamido-4-azaniumyl-2,4,6-trideoxy-alpha-D-glucose(2-).